COC1=CC=C(C=C1)N1CSCC1=O 3-(4-methoxyphenyl)thiazolidin-4-one